3,6-dichlorophenoxyanisoic acid ClC=1C=C(OC2=C(C(=O)O)C=CC(=C2)OC)C(=CC1)Cl